4-[(tetrahydro-2H-thiopyran-2-yl)oxy]phenol S1C(CCCC1)OC1=CC=C(C=C1)O